2-oxo-1,2-dihydroquinoline-5-carboxylic acid O=C1NC=2C=CC=C(C2C=C1)C(=O)O